3-(((6-Chloro-2-(trifluoromethyl)quinolin-4-yl)amino)methyl)-3-(quinolin-2-yl)azetidine-1-sulfonamide ClC=1C=C2C(=CC(=NC2=CC1)C(F)(F)F)NCC1(CN(C1)S(=O)(=O)N)C1=NC2=CC=CC=C2C=C1